C(CCCCCCCCC)C(C(=O)N)CCCCCCCC(=O)N decylsebacamide